OC(C)C1=NN=C(N=N1)C1=CC=C(C=C1)CNC(CCOCCOCCOCCOCCOCCOCCOCCOCCOCCOC)=O N-({4-[6-(1-Hydroxyethyl)-1,2,4,5-tetrazin-3-yl]phenyl}methyl)-2,5,8,11,14,17,20,23,26,29-decaoxadotriacontan-32-amide